4-((4-bromophenyl)(methyl)amino)-2,6-di-t-butylphenol BrC1=CC=C(C=C1)N(C1=CC(=C(C(=C1)C(C)(C)C)O)C(C)(C)C)C